((6-(difluoromethoxy)-2-(2'-fluoro-2-methyl-[1,1'-biphenyl]-3-yl)benzo[d]oxazol-5-yl)methyl)-L-proline FC(OC1=CC2=C(N=C(O2)C=2C(=C(C=CC2)C2=C(C=CC=C2)F)C)C=C1CN1[C@@H](CCC1)C(=O)O)F